CC1(COC1)N1N=CN=C1 1-(3-methyloxetan-3-yl)-1H-1,2,4-triazole